2-(4-trifluoromethoxyphenyl)-1-benzofuran FC(OC1=CC=C(C=C1)C=1OC2=C(C1)C=CC=C2)(F)F